CC1=C(C=CC(=C1)C)S(=O)(=O)C=CC#N 3-[(2,4-dimethylphenyl)sulphonyl]-2-propenenitrile